7-fluoro-2,3-dihydro-1H-inden-1,2-diyl dicarbamate C(N)(OC1C(CC2=CC=CC(=C12)F)OC(N)=O)=O